({[(1E)-3-[N-(benzyloxy)-1-phenylformamido]prop-1-en-1-yl]({[(2,2-dimethylpropanoyl)oxy]methoxy})phosphoryl}oxy)methyl 2,2-dimethylpropanoate CC(C(=O)OCOP(=O)(OCOC(C(C)(C)C)=O)\C=C\CN(C(=O)C1=CC=CC=C1)OCC1=CC=CC=C1)(C)C